di-tert-butyl ((5-(8-(3,3-difluoro-4,4-dimethylpyrrolidin-1-yl)imidazo[1,2-b]pyridazin-6-yl)-2,4-dioxo-3,4-dihydropyrimidin-1(2H)-yl)methyl) phosphate P(=O)(OC(C)(C)C)(OC(C)(C)C)OCN1C(NC(C(=C1)C=1C=C(C=2N(N1)C=CN2)N2CC(C(C2)(C)C)(F)F)=O)=O